C(#N)[C@H](C[C@@H]1C(NCCC1)=O)NC(=O)[C@@H]1N(C[C@H]2[C@@H]1CC(C2)(F)F)C(=O)C=2NC1=C(C(=CC(=C1C2)F)C)Cl (1R,3aR,6aS)-N-((S)-1-cyano-2-((R)-2-oxopiperidin-3-yl)ethyl)-2-(4-fluoro-6-methyl-7-chloro-1H-indole-2-carbonyl)-5,5-difluorooctahydrocyclopenta[c]pyrrole-1-carboxamide